3-Ethyl-6-methyloctylacetat C(C)C(CCCC(=O)[O-])CCC(CC)C